5-(trifluoromethyl)Benzonitrile FC(C=1C=CC=C(C#N)C1)(F)F